O(C#N)C1=C(C=CC(=C1)C)C 1-cyanato-2,5-dimethylbenzene